OC1=C(C=CC(=C1)OCCCCCCCCCCCCC)C1=NC(=NC(=N1)C1=C(C=C(C=C1)C)C)C1=C(C=C(C=C1)C)C 2-(2-hydroxy-4-tridecyloxyphenyl)-4,6-bis(2,4-dimethylphenyl)-1,3,5-triazine